FC=1C=CC(=C(C1)[C@@H](C)NC1=NC=2N(C=C1)N=CC2C(=O)OCC)OCCO ethyl (R)-5-((1-(5-fluoro-2-(2-hydroxyethoxy)phenyl)ethyl) amino)pyrazolo[1,5-a]pyrimidine-3-carboxylate